BrC=1C(=NC(=NC1)NC1=C(C=C(C(=C1)OC)N(CCN1CCCC1)C)C)NC1=C(C=CC(=C1)F)C(C)(C)O 2-(2-((5-Bromo-2-((5-methoxy-2-methyl-4-(methyl(2-(pyrrolidin-1-yl)ethyl)amino)phenyl)amino)pyrimidin-4-yl)amino)-4-fluorophenyl)propan-2-ol